CC=1C=C(C=CC1)N(C=1C=C2C=CC(=CC2=CC1)\C=C(/F)\C1=CC=[N+](C=C1)CCCS(=O)(=O)O)C1=CC(=CC=C1)C 4-[(1Z)-2-{6-[bis(3-methylphenyl)amino]naphthalen-2-yl}-1-fluoroethenyl]-1-(3-sulfopropyl)pyridin-1-ium